tert-butyl N-[([[2-(2-chloro-4-nitrophenyl)ethoxy]methyl]carbamoyl)methyl]carbamate ClC1=C(C=CC(=C1)[N+](=O)[O-])CCOCNC(=O)CNC(OC(C)(C)C)=O